1-{2-[5-(3-trifluoromethyl-phenyl)-2H-[1,2,4]triazole-3-yl]-piperazine-1-yl}-ethyl ketone FC(C=1C=C(C=CC1)C=1N=C(NN1)C1N(CCNC1)C(C)C(=O)C(C)N1C(CNCC1)C=1NN=C(N1)C1=CC(=CC=C1)C(F)(F)F)(F)F